[C@@H]12N(C[C@@H](NC1)C2)C2=NC=CC(=C2)C2=CC=C1CCC[C@H](C1=C2)[C@@H](C(=O)NC2=CC=C(C=C2)C=2N(N=CC2C)C)NC(=O)C2(CC2)F N-[(1S)-1-[(1R)-7-[2-[(1S,4S)-2,5-diazabicyclo[2.2.1]heptan-2-yl]-4-pyridyl]tetralin-1-yl]-2-[4-(2,4-dimethylpyrazol-3-yl)anilino]-2-oxo-ethyl]-1-fluoro-cyclopropanecarboxamide